(2R,3R,4R,5R)-5-((1,2,4-thiadiazol-5-yl)amino)-2-(((11-aminododecyl)oxy)methyl)tetrahydro-2H-pyran-3,4-diol S1N=CN=C1N[C@H]1[C@H]([C@H]([C@H](OC1)COCCCCCCCCCCC(C)N)O)O